FC(C1=CC=C(C=C1)C=1N=C(OC1N1C=CC=2C=CC=NC2C1=O)C1=NC=NC(=C1)C(F)(F)F)(F)F 7-{4-[4-(trifluoromethyl)phenyl]-2-[6-(trifluoromethyl)pyrimidin-4-yl]-1,3-oxazol-5-yl}-7,8-dihydro-1,7-naphthyridin-8-one